(2R)-2-({2-[4-chloro-2-(trifluoromethoxy)phenyl][1,2,4]triazolo[1,5-c]quinazolin-5-yl}amino)butanamide ClC1=CC(=C(C=C1)C1=NN2C(=NC=3C=CC=CC3C2=N1)N[C@@H](C(=O)N)CC)OC(F)(F)F